(R)-4-oxochroman-2-carboxylic acid methyl ester COC(=O)[C@@H]1OC2=CC=CC=C2C(C1)=O